C(CCCCCCC)C1=NC2=C3N=CC=CC3=CC=C2C=C1 2-octyl-1,10-phenanthroline